(R)-1,2,2-tris[4'-(tert-butyl)-(1,1'-biphenyl)-4-yl]cyclopropane C(C)(C)(C)C1=CC=C(C=C1)C1=CC=C(C=C1)[C@@H]1C(C1)(C1=CC=C(C=C1)C1=CC=C(C=C1)C(C)(C)C)C1=CC=C(C=C1)C1=CC=C(C=C1)C(C)(C)C